C1(=CC=CC=C1)[C@H](C)OC1=CC=C(C=C1)B1OC(C)(C)C(C)(C)O1 (S)-(4-(1-Phenylethoxy)phenyl)boronic acid pinacol ester